N1(CCCC1)[Si](CC)(CC)N1CCCC1 dipyrrolidinyldiethylsilane